CC1=NC=C(C2=C1C=CN2)C#N 4-methyl-1H-pyrrolo[3,2-c]pyridine-7-carbonitrile